FC=1C(=C(C#N)C=CC1C=C(C)C)N1CCNCC1 3-fluoro-4-(2-methylprop-1-en-1-yl)-2-(piperazin-1-yl)benzonitrile